N-(3-Chloro-5-(2-(3-propoxy-5-(trifluoromethoxy)phenyl)propan-2-yl)phenyl)-5-(2-(methylsulfonyl)propan-2-yl)benzo[b]thiophen-2-carboxamid ClC=1C=C(C=C(C1)C(C)(C)C1=CC(=CC(=C1)OC(F)(F)F)OCCC)NC(=O)C1=CC2=C(S1)C=CC(=C2)C(C)(C)S(=O)(=O)C